ClCC(=O)NCC(=O)NCC(=O)O chloroacetyl-glycyl-glycine